2-(2-tert-butyl-5-isopropylphenoxy)aniline C(C)(C)(C)C1=C(OC2=C(N)C=CC=C2)C=C(C=C1)C(C)C